C(#N)[C@H](CCC=C)S(=O)(=O)N(CC1=CC=C(C=C1)OC)CC1=CC=C(C=C1)OC (1S)-1-CYANO-N,N-BIS(4-METHOXYBENZYL)PENT-4-ENE-1-SULFONAMIDE